C(C)(C)(C)C1=CC=C(C=C1)/C=C(/C=C(C#N)C#N)\C 2-[(2E)-3-(4-tert-Butylphenyl)-2-methylprop-2-enyliden]malononitril